C1(CCCCC1)C(=O)N1CCC(CC1)CCCCNC(=O)C1=CC=2C=NC=CC2N1 N-[4-(1-cyclohexanecarbonylpiperidin-4-yl)butyl]-1H-pyrrolo[3,2-c]pyridine-2-carboxamide